C[Si](OC=CC(C)=C)(OC=CC(C)=C)OC=CC(C)=C methyltris(isoprenoxy)silane